(S)-1-(3-(4-(2-(2,6-Dichlorophenyl)-3-(hydroxymethyl)imidazo[2,1-f][1,6]naphthyridin-9-yl)-1H-pyrazol-1-yl)pyrrolidin-1-yl)ethan-1-one ClC1=C(C(=CC=C1)Cl)C=1N=C2C=3C=C(C=NC3C=CN2C1CO)C=1C=NN(C1)[C@@H]1CN(CC1)C(C)=O